NC=1C(=NC(=CN1)C1=CC=C(C=C1)C)C(=O)NC1=CC=C(C=C1)S(=O)(=O)CP(OC)(OC)=O dimethyl (4-(3-amino-6-p-tolylpyrazine-2-carboxamido)phenylsulfonyl)methylphosphonate